3-[(3-chloro-2-methoxyphenyl)amino]-2-[6-(methoxymethyl)-1,5-naphthyridin-4-yl]-1H,5H,6H,7H-pyrrolo[3,2-c]pyridin-4-one ClC=1C(=C(C=CC1)NC1=C(NC2=C1C(NCC2)=O)C2=CC=NC1=CC=C(N=C21)COC)OC